C(C=C)N(C1=CC=CC=C1)C1=CC=CC=C1 N-Allyldi-phenylamin